COC(=O)C1=NN(C(=C1)C1=CC(=CC(=C1)OC)OC)CC1=C(C=CC=C1)Cl 1-[(2-chlorophenyl)methyl]-5-(3,5-dimethoxyphenyl)-1H-pyrazole-3-carboxylic acid methyl ester